[Si](C)(C)(C(C)(C)C)OC1CN(CC1)C1=C(C=C2C(=N1)N=C(S2)N2CCOCC2)NC(=O)C=2N=C(OC2)C=2C=NC(=CC2)OC N-(5-(3-((tert-butyldimethylsilyl)oxy)pyrrolidin-1-yl)-2-morpholinothiazolo[4,5-b]pyridin-6-yl)-2-(6-methoxypyridin-3-yl)oxazole-4-carboxamide